tris(propan-2-yl)[5-(tributylstannyl)thiophen-2-yl]Silane ethyl-(E)-3-(2-bromo-5-(3,6-dihydro-2H-pyran-4-yl)phenyl)acrylate C(C)OC(\C=C\C1=C(C=CC(=C1)C=1CCOCC1)Br)=O.CC(C)[Si](C=1SC(=CC1)[Sn](CCCC)(CCCC)CCCC)(C(C)C)C(C)C